[N+](=O)([O-])C(=CC1=CC=C(C=C1)C(=O)O)C.[N+](=O)([O-])C(=CC1=CC=C(C=C1)SC#N)C 4-(2-nitroprop-1-enyl)phenyl thiocyanate (4-(2-nitroprop-1-enyl) phenyl formate)